NC1=C(C(=CC(=N1)N1[C@H]2CN([C@@H](C1)C2)C(=O)OC(C)(C)C)C)[N+](=O)[O-] tert-butyl (1R,4R)-5-(6-amino-4-methyl-5-nitropyridin-2-yl)-2,5-diazabicyclo[2.2.1]heptane-2-carboxylate